(5-chlorofuro[3,2-b]pyridin-2-yl)-triisopropyl-silane ClC1=CC=C2C(=N1)C=C(O2)[Si](C(C)C)(C(C)C)C(C)C